4,4'-bis(3-(allyloxy)styryl)-1,1'-biphenyl C(C=C)OC=1C=C(C=CC2=CC=C(C=C2)C2=CC=C(C=C2)C=CC2=CC(=CC=C2)OCC=C)C=CC1